Aluminum-Aluminium [Al].[Al]